[Cd+2].N(=O)[O-].N(=O)[O-] nitrite cadmium